((S)-6-methyl-1,4-oxazepan-4-yl)((1R,4S)-4-(4-((R)-3-((2,5,7-trimethyl-[1,2,4]triazolo[1,5-a]pyrimidin-6-yl)oxy)pyrrolidin-1-yl)phenyl)cyclohexyl)methanone C[C@H]1CN(CCOC1)C(=O)C1CCC(CC1)C1=CC=C(C=C1)N1C[C@@H](CC1)OC=1C(=NC=2N(C1C)N=C(N2)C)C